(8S)-N-((4-carbamimidoylthiophen-2-yl)methyl)-7-((9-methyl-9H-fluorene-3-carbonyl)glycyl)-1,4-dioxa-7-azaspiro[4.4]nonane-8-carboxamide C(N)(=N)C=1C=C(SC1)CNC(=O)[C@H]1N(CC2(OCCO2)C1)C(CNC(=O)C=1C=CC=2C(C3=CC=CC=C3C2C1)C)=O